1-(4-(3-fluoro-5-(trifluoromethyl)benzyl)pyridin-2-yl)-N,5-dimethyl-1H-pyrazole-3-carboxamide FC=1C=C(CC2=CC(=NC=C2)N2N=C(C=C2C)C(=O)NC)C=C(C1)C(F)(F)F